(1S,3s)-adamantan-1-amine C12(CC3CC(CC(C1)C3)C2)N